[C@H](C)(CC)C=1N=C2N(C(C1CC)=O)C1=C(N2)C=CC=C1 (S)-2-(sec-Butyl)-3-ethylbenzo[4,5]imidazo[1,2-a]pyrimidin-4(10H)-one